C1(=CC=CC=C1)C[C@@H](C(=O)O)O (S)-3-phenyl-2-hydroxypropionic acid